C1(C=CC=CC=C1)C(C(C)=O)C(C)=O 3-(2,4,6-cycloheptatrien-1-yl)-2,4-pentanedione